tert-butyl (2R)-4,4-difluoro-2-formylpyrrolidine-1-carboxylate FC1(C[C@@H](N(C1)C(=O)OC(C)(C)C)C=O)F